C(C)(C)(C)OC(NCCOCC(C1=CC2=C(NC(O2)=O)C=C1)=O)=O.CN1C(OC2=C1C=CC(=C2)C2N(CCOC2)C(=O)NCCCCC2=CC=CC=C2)=O 3-(3-Methyl-2-oxo-1,3-benzoxazol-6-yl)-N-(4-phenylbutyl)morpholine-4-carboxamide tert-Butyl-N-[2-[2-oxo-2-(2-oxo-3H-1,3-benzoxazol-6-yl)ethoxy]ethyl]carbamate